CCO[Si](OC)(OC)CCCOC(C=C)=O methyl-acryloyloxypropyl-trimethoxysilane